CC(C)(C)OC(=O)N1[C@@H]2CC[C@H]1CC(C2)O tert-butyl (1R,3s,5S)-3-hydroxy-8-azabicyclo[3.2.1]octane-8-carboxylate